CN1N=C2C=C(C=CC2=C1)B1OC(C(O1)(C)C)(C)C 2-methyl-6-(tetramethyl-1,3,2-dioxaborolan-2-yl)-2H-indazole